ClC1=CC=NC2=C(C=CC=C12)C(F)(F)F 4-chloro-8-(trifluoromethyl)quinoline